C(C)C(=CCCCC=C)CCC 7-Ethyl-1,6-decadiene